CC1=NC=C(C(=C1O)C=O)CO.Cl The molecule is a hydrochloride obtained by combining pyridoxal with one molar equivalent of hydrochloric acid. It has a role as an Escherichia coli metabolite, a Saccharomyces cerevisiae metabolite, a cofactor, a human metabolite and a mouse metabolite. It is a hydrochloride and a pyridinium salt. It contains a pyridoxal(1+).